N-(3-chloro-2-methylphenyl)-2-[(2R)-tetrahydrofuran-2-yl]-1H-benzimidazole-4-carboxamide ClC=1C(=C(C=CC1)NC(=O)C1=CC=CC=2NC(=NC21)[C@@H]2OCCC2)C